ClC1=CC(=C(C=C1)C1=NC(=CC=2N=C(N(C(C21)=O)C)C)N2C[C@@H](OCC2)C=2C=NN(C2)C(CO)F)F 5-(4-chloro-2-fluorophenyl)-7-((2S)-2-(1-(1-fluoro-2-hydroxyethyl)-1H-pyrazol-4-yl)morpholino)-2,3-dimethylpyrido[4,3-d]pyrimidin-4(3H)-one